COC(=O)C1=CC(=NC=C1C)N1C(C(=CC=C1)C(C)(C)O)=O 3-(2-Hydroxy-prop-2-yl)-5'-methyl-2-oxo-2H-[1,2'-bipyridine]-4'-carboxylic acid methyl ester